C1(CCC=CC1)C=O 4-cyclohexene-1-formaldehyde